5'-chloro-N-[2-(2,3-dihydro-1H-indol-1-yl)ethyl]-7'-oxo-7',8'-dihydro-6'H-spiro[cyclohexane-1,9'-furo[2,3-f]quinazoline]-2'-carboxamide ClC=1C=C2C(=C3C4(NC(NC13)=O)CCCCC4)OC(=C2)C(=O)NCCN2CCC4=CC=CC=C24